FC=1C=2N(C=C(C1)NC(=O)C1=CC=C(C3=CN(N=C13)C)N1C[C@H](CC1)NC1CC(C1)OC)C=C(N2)C N-(8-fluoro-2-methylimidazo[1,2-a]pyridin-6-yl)-4-((S)-3-(((1r,3S)-3-methoxycyclobutyl)amino)pyrrolidin-1-yl)-2-methyl-2H-indazole-7-carboxamide